2-(2-iodo-5-(2-isopropylphenoxy)benzyloxy)tetrahydro-2H-pyran IC1=C(COC2OCCCC2)C=C(C=C1)OC1=C(C=CC=C1)C(C)C